(R)-2-(benzofuran-3-yl)-1-(2-((4,5-dihydro-2H-spiro[furan-3,1'-indan]-6'-yl)oxy)acetamido)ethylboronic acid O1C=C(C2=C1C=CC=C2)C[C@H](NC(COC2=CC=C1CCC3(C1=C2)COCC3)=O)B(O)O